6-((3-(2,3-dichloro-6-fluorophenyl)pyrrolidin-3-yl)amino)-8-fluoro-3-(2-hydroxyethyl)quinazolin-4(3H)-one hydrochloride Cl.ClC1=C(C(=CC=C1Cl)F)C1(CNCC1)NC=1C=C2C(N(C=NC2=C(C1)F)CCO)=O